(5-tert-butyl-2H-pyrazol-3-yl)-3-{4-[5-(2-{3-[2-(2,6-dioxopiperidin-3-yl)-1,3-dioxo-2,3-dihydro-1H-isoindol-4-yl]-propoxy}-ethoxy)-benzimidazol-1-yl]-phenyl}-urea C(C)(C)(C)C=1C=C(NN1)NC(=O)NC1=CC=C(C=C1)N1C=NC2=C1C=CC(=C2)OCCOCCCC2=C1C(N(C(C1=CC=C2)=O)C2C(NC(CC2)=O)=O)=O